ClC=1N(N=C2C=CC(=C(C12)Cl)C(O)C1=NC(=C(N=C1Cl)Cl)C)C (3,4-dichloro-2-methyl-2H-indazol-5-yl)(3,5-dichloro-6-methylpyrazin-2-yl)methanol